CON1N=C2C=CC=CC2=C1 methoxy-2H-indazole